2-(4-Methoxycarbonylphenyl)-3,3-difluoroallyl (4-methylphenyl) sulfide CC1=CC=C(C=C1)SCC(=C(F)F)C1=CC=C(C=C1)C(=O)OC